C12NCC(C1N1C(=CC=3C(=NC=4C(=C(C(=CC4C31)CCC#N)C3=CC(=CC1=CC=CC=C31)O)F)OC[C@H]3N(CCC3)C)CCC(=O)OC)C2 Methyl 3-(1-(2-azabicyclo[2.1.1]hexan-5-yl)-8-(2-cyanoethyl)-6-fluoro-7-(3-hydroxynaphthalen-1-yl)-4-(((S)-1-methylpyrrolidin-2-yl)methoxy)-1H-pyrrolo[3,2-c]quinolin-2-yl)propanoate